FC(N1N=CC(=C1)C1=C(C=C(N=N1)N)OC)F 6-[1-(Difluoromethyl)pyrazol-4-yl]-5-methoxy-pyridazin-3-amine